C(C)C(C(=O)NC(C(=O)O)CC)CC 2-(2-ethylbutanamido)butanoic acid